methyl 5-ethenyl-3-ethylimidazole-4-carboxylate C(=C)C1=C(N(C=N1)CC)C(=O)OC